2-[2-[6-chloro-8-[2-(2,2,2-trifluoroethoxy)phenyl]imidazo[1,2-a]pyridin-2-yl]-4-methyl-5H-oxazol-4-yl]propan-2-ol ClC=1C=C(C=2N(C1)C=C(N2)C=2OCC(N2)(C)C(C)(C)O)C2=C(C=CC=C2)OCC(F)(F)F